Methyl 9-(3,5-dimethylphenoxy)-6-hydroxy-[1,2,4]triazolo[5,1-a]isoquinoline-5-carboxylate CC=1C=C(OC2=CC=C3C(=C(N4C(C3=C2)=NC=N4)C(=O)OC)O)C=C(C1)C